C1(=CC=CC2=CC=CC=C12)C1=CC=C(C=C1)NC1=CC=CC2=C1SC1=C2C=CC=C1 N-[4-(1-naphthyl)phenyl]-4-dibenzothiopheneamine